COC1=CC=C2C(=NC=NC2=C1)NC1CC2(CC(C2)OC2=C(C(=O)N)C=CC=N2)C1 2-(((2S,4s,6S)-6-((7-methoxy-quinazolin-4-yl)amino)spiro[3.3]heptan-2-yl)oxy)nicotinamide